5-bromo-N-(8-(2-chloro-5-fluorophenyl)-3-(methylcarbamoyl)-6-oxo-5,6,7,8-tetrahydroimidazo[1,5-a]pyrazin-1-yl)benzo[d]isothiazole-3-carboxamide BrC=1C=CC2=C(C(=NS2)C(=O)NC=2N=C(N3C2C(NC(C3)=O)C3=C(C=CC(=C3)F)Cl)C(NC)=O)C1